C(CCC)C1=C(C(=CC(=C1)C)N1N=C2C(=N1)C=CC(=C2)Cl)O butyl-6-(5-chloro-2H-benzotriazole-2-yl)-4-methylphenol